ClC=1C(=NC(=CC1)OCC1=C(C=C(C=C1)C#N)F)C1=CC(=C(C=C1)CC=1N(C2=C(N1)C=CC(=C2)C(=O)O)CCOC)F 2-[[4-[3-chloro-6-[(4-cyano-2-fluoro-phenyl)methoxy]-2-pyridyl]-2-fluoro-phenyl]methyl]-3-(2-methoxyethyl)benzimidazole-5-carboxylic acid